N1N=CC(=C1)C1=CC=C2C(=N1)SC(=N2)NC2=NC=CC(=C2)CN2CCCC2 5-(1H-pyrazol-4-yl)-N-(4-(pyrrolidin-1-ylmethyl)pyridin-2-yl)thiazolo[5,4-b]pyridin-2-amine